C(C)(C)N1N=CC2=NC(=CC(=C21)N[C@H]2COCC2)C2=C(C=NC=C2)OC 1-isopropyl-5-(3-methoxy-4-pyridinyl)-N-[(3R)-tetrahydrofuran-3-yl]pyrazolo[4,3-b]pyridin-7-amine